BrC1=C(C(=CC2=C1[C@@H]([C@](O2)(C2=CC=CC=C2)\C=N\[S@](=O)C(C)(C)C)C)F)Cl (R)-N-((E)-((2S,3S)-4-bromo-5-chloro-6-fluoro-3-methyl-2-phenyl-2,3-dihydrobenzofuran-2-yl)methylene)-2-methylpropan-2-sulfinamide